6-bromo-3,3-dimethyl-1-((1s,3s)-3-methyl-3-(piperidin-1-yl)cyclobutyl)-1,3-dihydro-2H-pyrrolo[3,2-b]pyridin-2-one BrC=1C=C2C(=NC1)C(C(N2C2CC(C2)(N2CCCCC2)C)=O)(C)C